ClC1=C(C=CC=C1)C=1N=C(SC1)NC(C1=NC=C(C=C1)N1CCN(CC1)C(CN(C)C)=O)=O N-(4-(2-chlorophenyl)thiazol-2-yl)-5-(4-(dimethylglycyl)piperazin-1-yl)picolinamide